COCC1=CC(=C(C=C1)O)[N+](=O)[O-] 4-(methoxymethyl)-2-nitrophenol